3,4-Dichloro-1-(4-(dimethylamino)benzyl)-5-hydroxy-1,5-dihydro-2H-pyrrol-2-one ClC=1C(N(C(C1Cl)O)CC1=CC=C(C=C1)N(C)C)=O